C(C)(C)C1=NN(C=N1)C1=CN=CC(=N1)C(=O)O 6-(3-isopropyl-1,2,4-triazol-1-yl)pyrazine-2-carboxylic acid